Tert-butyl (3R)-3-{[1-(propan-2-yl)-1H-pyrazol-4-yl]amino}piperidine-1-carboxylate CC(C)N1N=CC(=C1)N[C@H]1CN(CCC1)C(=O)OC(C)(C)C